FC1=C(C=CC(=C1)F)NC=1C=NC2=CC(=NC=C2C1)C(C(F)(F)F)N1CC(C(CC1)(F)F)C=1C=CC(NC1)=O 5-(1-(1-(3-((2,4-Difluorophenyl)amino)-1,6-naphthyridin-7-yl)-2,2,2-trifluoroethyl)-4,4-difluoropiperidin-3-yl)pyridin-2(1H)-one